sucrose octasulfate O=S(=O)(O)OC[C@H]1O[C@@](COS(=O)(=O)O)(O[C@H]2O[C@H](COS(=O)(=O)O)[C@@H](OS(=O)(=O)O)[C@H](OS(=O)(=O)O)[C@H]2OS(=O)(=O)O)[C@@H](OS(=O)(=O)O)[C@@H]1OS(=O)(=O)O